Cl.CC(CCCC1CNCCO1)(C)C 2-(4,4-dimethylpentyl)morpholine hydrochloride